ClC1=CC=C(C(=N1)S(=O)(=O)NC1CC1)O[C@H](C)C=1C=C(C=C2C(C(=C(OC12)C=1C=NN(C1)C)C)=O)C 6-Chloro-N-cyclopropyl-3-[(1R)-1-[3,6-dimethyl-2-(1-methylpyrazol-4-yl)-4-oxo-chromen-8-yl]ethoxy]pyridine-2-sulfonamide